C(=O)=O.NC(=O)OCC urethane compound with carbon dioxide